OC(CC(=O)O)C.OC(C(=O)O)CC hydroxybutyric acid (β-hydroxybutyrate)